OCCN1C=NC(=C1)C=1C=C(C=CC1NC1=NC=C(C=C1)C(F)(F)F)S(=O)(=O)NC 3-[1-(2-Hydroxyethyl)imidazol-4-yl]-N-methyl-4-[[5-(trifluoromethyl)-2-pyridyl]amino]benzenesulfonamide